ethyl-leucine C(C)N[C@@H](CC(C)C)C(=O)O